C1=C2C(=CC=C1)N=C1C=CC3=C4C=CC=CC4=NC3=C12 indolo-carbazole